COC(C1=CC(=CC=C1)C(C)NC(C1=C(C=CC(=C1)[N+](=O)[O-])N(C)C)=O)=O 3-(1-(2-(dimethylamino)-5-nitrobenzoylamino)ethyl)benzoic acid methyl ester